N1=BC=CC=CC=C1 azaborocine